C(\C=C/C)C1=NC(=NC=C1Cl)Cl (Z)-4-(2-butenyl)-2,5-dichloropyrimidine